NC(C(C)(C)C)C1=CC(=C2CN(C(C2=C1)=O)C1=CC(=CC=C1)C1(CC(C1)OC)C1=NN=CN1C)C(F)(F)F 6-(1-amino-2,2-dimethylpropyl)-2-(3-((1r,3r)-3-methoxy-1-(4-methyl-4H-1,2,4-triazol-3-yl)cyclobutyl)phenyl)-4-(trifluoromethyl)isoindolin-1-one